1-benzyl-N-(4-methyl-5-oxo-2-phenyl-5,6,7,8-tetrahydro-4H-pyrazolo[1,5-a][1,3]diazepin-6-yl)-1H-1,2,3-triazole-4-carboxamide C(C1=CC=CC=C1)N1N=NC(=C1)C(=O)NC1C(N(C=2N(CC1)N=C(C2)C2=CC=CC=C2)C)=O